dithiophenyl-isoquinoline S1C(=CC=C1)C=1N=C(C2=CC=CC=C2C1)C=1SC=CC1